NC=1C(=C(OC=2C(=C3C(N(C=NC3=CC2)C)=O)C)C=C(C1)Cl)F 6-(3-amino-5-chloro-2-fluorophenoxy)-3,5-dimethylquinazolin-4(3H)-one